N-(benzo[d]thiazol-2-yl)-2-methylpropanamide S1C(=NC2=C1C=CC=C2)NC(C(C)C)=O